6-[4-[(S or R)-(3,4-Dimethoxyphenyl)-(2-pyridyl)methyl]piperidine-1-carbonyl]-4H-1,4-benzoxazin-3-one COC=1C=C(C=CC1OC)[C@H](C1CCN(CC1)C(=O)C=1C=CC2=C(NC(CO2)=O)C1)C1=NC=CC=C1 |o1:10|